(S)-1-(2-cyanopyrimidin-5-yl)-3-(1-(5-fluoro-3-methylbenzofuran-2-yl)-2-methylpropyl)urea C(#N)C1=NC=C(C=N1)NC(=O)N[C@@H](C(C)C)C=1OC2=C(C1C)C=C(C=C2)F